Cl.C[C@@H](CC)N (2S)-butan-2-amine hydrochloride